ClC1=CC=C(C=C1)C=1C(=CC=CC1)C(=O)N1C2CNC(C1)CC2 5-(4'-chloro-[1,1'-biphenyl]-2-carbonyl)-2,5-diazabicyclo[2.2.2]octane